1-cyanomethyl-3-methylimidazolium C(#N)CN1C=[N+](C=C1)C